CN1C(=C(C(=C1C)S(=O)(=O)O)C)C(=O)O 1-methylsulfo-3,5-dimethyl-pyrrole-2-carboxylic acid